N-(2-amino-1-(5-chlorothien-2-yl)ethyl)-1-(5-methyl-2-((tetrahydro-2H-pyran-4-yl)amino)-pyrimidin-4-yl)-1H-imidazole-4-amide NCC(C=1SC(=CC1)Cl)NC(=O)C=1N=CN(C1)C1=NC(=NC=C1C)NC1CCOCC1